CC(C(=O)N[C@@H]1CN(C[C@H]1C=1C=NC(=CC1)C(F)(F)F)C)(COC1=NC=CC=C1C(F)(F)F)C trans-2,2-dimethyl-N-(1-methyl-4-(6-(trifluoromethyl)pyridin-3-yl)pyrrolidin-3-yl)-3-((3-(trifluoromethyl)pyridin-2-yl)oxy)propionamide